p-toluenesulfenamide CC1=CC=C(C=C1)SN